1-benzyl-3-((trimethylsilyl)oxy)piperidine-3-carbonitrile C(C1=CC=CC=C1)N1CC(CCC1)(C#N)O[Si](C)(C)C